The molecule is a tetrahydro-4-hydroxyphenylpyruvate obtained by deprotonation of the carboxy group of 3-[(1S,4R)-4-hydroxycyclohex-2-en-1-yl]pyruvic acid; major species at pH 7.3. It is a conjugate base of a 3-[(1S,4R)-4-hydroxycyclohex-2-en-1-yl]pyruvic acid. C1C[C@H](C=C[C@@H]1CC(=O)C(=O)[O-])O